ClC1=C2C(=NC=C1C=1C=C(C=CC1)N1C(CN(CC1)C(COC1CCN(CC1)C=1C=C3CN(C(C3=CC1)=O)C1C(NC(CC1)=O)=O)=O)=O)NC=C2C#CC2=NC=CC=C2 3-(5-(4-(2-(4-(3-(4-chloro-3-(pyridin-2-ylethynyl)-1H-pyrrolo[2,3-b]pyridin-5-yl)phenyl)-3-oxopiperazin-1-yl)-2-oxoethoxy)piperidin-1-yl)-1-oxoisoindolin-2-yl)piperidine-2,6-dione